C12COCC(CN(C1)C=1N=C(C(=C3C(=C(N=CC13)C1=CC(=CC3=CC=C(C(=C13)C#C)F)O)F)C)Cl)N2 4-(8-(3-oxa-7,9-diazabicyclo[3.3.1]nonan-7-yl)-6-chloro-4-fluoro-5-methyl-2,7-naphthyridin-3-yl)-5-ethynyl-6-fluoronaphthalen-2-ol